NC1=C(OC=C1)C=1OC(=C(C1N)N)N tetraaminobifuran